(3S,4R)-4-((R)-5H-imidazo[5,1-a]isoindol-5-yl)tetrahydrofuran-3-ol C=1N=CN2C1C1=CC=CC=C1[C@H]2[C@H]2[C@@H](COC2)O